O1C=C(C=C1)C(C(=O)N)=C 2-(furan-3-yl)acrylamide